(2-bromoethoxy)benzaldehyde BrCCOC1=C(C=O)C=CC=C1